N1=C(N=CC=C1)C1C(N=NO1)=O.[Co+2] cobalt (II) pyrimidyl-oxadiazolone